F[C@@H]1[C@@H]2C[C@@H]([C@H](C[C@H]1OC=1N=CC(=NC1)C1=C(C=C(C=C1)N1C=NC=C1)O)N2)F 2-(5-(((1S,2R,3R,5S,6S)-2,6-difluoro-8-azabicyclo[3.2.1]octan-3-yl)oxy)pyrazin-2-yl)-5-(1H-imidazol-1-yl)phenol